2-(8-(4-(8-Chloro-7-((2-methyl-1-((2-(trimethylsilyl)ethoxy)methyl)-1H-benzo[d]imidazol-6-yl)oxy)quinoxalin-2-yl)-1H-pyrazol-1-yl)-1,4-dioxaspiro[4.5]decan-8-yl)acetaldehyde ClC=1C(=CC=C2N=CC(=NC12)C=1C=NN(C1)C1(CCC2(OCCO2)CC1)CC=O)OC=1C=CC2=C(N(C(=N2)C)COCC[Si](C)(C)C)C1